1-(tert-butyl) 3-methyl 5-cyclopropyl-2-oxopiperidine-1,3-dicarboxylate C1(CC1)C1CC(C(N(C1)C(=O)OC(C)(C)C)=O)C(=O)OC